FC=1C=C(C2=C(ONO2)C1)C(=O)[O-] 6-fluorobenzo[d][1,3]dioxazole-4-carboxylate